ClC1N(C2=NC=CN=C2C=N1)C=1C=C(C=CC1)C 2-chloro-N-(m-tolyl)pteridin